4-(4-Methyl-1,4-diazepan-1-yl)-8-oxo-11-thia-1,3-diazatetracyclo-[8.7.0.02,7.012,17]heptadeca-2(7),3,5,9,12,14,16-heptaene-9-carbonyl azide CN1CCN(CCC1)C1=NC=2N3C4=CC=CC=C4SC3=C(C(C2C=C1)=O)C(=O)N=[N+]=[N-]